2,2,4,4-tetrafluoro-3-(difluoromethyl)sulfolane FC1(S(=O)(=O)CC(C1C(F)F)(F)F)F